C(CC)NC1=CC=C(C=C1)N propyl-p-Phenylenediamine